3,5-dimethyl-2-{[4-(trifluoromethyl)phenyl]methyl}naphthalene-1,4-dione CC1=C(C(C2=CC=CC(=C2C1=O)C)=O)CC1=CC=C(C=C1)C(F)(F)F